N(=[N+]=[N-])[C@H]1C[C@H](C[C@H](C1)C(N(C)C)=O)NC(OCC1=CC=CC=C1)=O benzyl [(1S,3R,5R)-3-azido-5-(dimethylcarbamoyl)cyclohexyl]carbamate